ClC=1C(=CC=2N(N1)C=C(N2)[C@H](CCC(C(F)(F)F)(C)C)NC(OC(C)(C)C)=O)[C@@H](COC)N2C(C1=CC=CC=C1C2=O)=O tert-butyl ((S)-1-(6-chloro-7-((S)-1-(1,3-dioxoisoindolin-2-yl)-2-methoxyethyl)imidazo[1,2-b]pyridazin-2-yl)-5,5,5-trifluoro-4,4-dimethylpentyl)carbamate